(S)-4-amino-7-fluoro-N-methyl-N-(6-(oxetan-3-yl)-2,3-dihydrobenzofuran-3-yl)imidazo[1,5-a]quinoxaline-8-carboxamide NC=1C=2N(C3=CC(=C(C=C3N1)F)C(=O)N([C@@H]1COC3=C1C=CC(=C3)C3COC3)C)C=NC2